6-fluoro-4-(3-(1-isopropyl-1H-pyrazol-5-yl)-7,8-dihydro-1,6-naphthyridin-6(5H)-yl)quinazoline FC=1C=C2C(=NC=NC2=CC1)N1CC=2C=C(C=NC2CC1)C1=CC=NN1C(C)C